C1(CC1)CNC(C=1C=C(C=CC1)NC(=O)C1=CC(=NN1C=1C=C(CNC(OC(C)(C)C)=O)C=CC1)C(F)(F)F)C1=CC(=CC=C1)C(F)(F)F tert-Butyl 3-(5-(3-((cyclopropylmethylamino)(3-(trifluoromethyl)phenyl)methyl)phenylcarbamoyl)-3-(trifluoromethyl)-1H-pyrazol-1-yl)benzylcarbamate